(2R,3S)-2-[4-(cyclopentylamino)phenyl]-N-[4-methyl-3-(trifluoromethyl)phenyl]-piperidine-3-carboxamide C1(CCCC1)NC1=CC=C(C=C1)[C@@H]1NCCC[C@@H]1C(=O)NC1=CC(=C(C=C1)C)C(F)(F)F